(aminomethyl)benzoic acid methyl ester COC(C1=C(C=CC=C1)CN)=O